Cl[Si]1(C[SiH](CCC1)CC)Cl 1,1-dichloro-3-ethyl-1,3-disilacyclohexane